N[C@H](C(=O)OC)COC1CC(C1)NC(=O)OC(C)(C)C methyl (2S)-2-amino-3-[3-(tert-butoxycarbonylamino)cyclobutoxy]propanoate